tert-butyl (3-(5-(methyl(phenyl)amino)-[1,2,4]triazolo[4,3-a]quinazolin-8-yl)prop-2-yn-1-yl)carbamate CN(C1=NC=2N(C3=CC(=CC=C13)C#CCNC(OC(C)(C)C)=O)C=NN2)C2=CC=CC=C2